N-hydroxymethyl-2-(trifluoromethyl)benzamide OCNC(C1=C(C=CC=C1)C(F)(F)F)=O